6-(2,4-dimethylphenyl)-2-(4-(methylsulfonyl)phenyl)phthalazin-1(2H)-one CC1=C(C=CC(=C1)C)C=1C=C2C=NN(C(C2=CC1)=O)C1=CC=C(C=C1)S(=O)(=O)C